BrC=1C=C(C(=C(N[C@@H](C)C2CC(C2)NC(OC(C)(C)C)=O)C1)C(F)(F)F)F tert-butyl [(1R,3s)-3-{(1S)-1-[5-bromo-3-fluoro-2-(trifluoromethyl)anilino]ethyl}cyclobutyl]carbamate